BrC=1C(=NN(C1)CC1=CC=C(C=C1)C(F)(F)F)F 4-bromo-3-fluoro-1-{[p-(trifluoromethyl)phenyl]Methyl}-1H-pyrazole